ClC1=CC=2N(C=C1)C(=NN2)NC2=NNC(=C2)C2CCCC2 7-chloro-N-(5-cyclopentyl-1H-pyrazol-3-yl)-[1,2,4]triazolo[4,3-a]pyridin-3-amine